(R,E)-7-(6-((tert-butyldimethylsilyl)oxy)-2,5,7,8-tetramethylchroman-2-yl)-4-methylhept-4-enal [Si](C)(C)(C(C)(C)C)OC=1C(=C2CC[C@@](OC2=C(C1C)C)(C)CC/C=C(/CCC=O)\C)C